NC1=NC(=CC=C1/N=N/C1=C(C=CC=C1)CCN(C(O)=O)CC)N.C1(CCCCC1)NC1=C(C=C(C=C1)S(=O)(=O)NC)C1=NC=CC=C1C 4-(Cyclohexylamino)-N-methyl-3-(3-methylpyridin-2-yl)benzenesulfonamide (E)-2-((2,6-diaminopyridin-3-yl)diazenyl)phenyl-diethylcarbamate